(S)-3-(2-(4-(4-chlorophenyl)-2,3,9-trimethyl-6H-thieno[3,2-f][1,2,4]triazolo[4,3-a][1,4]diazepin-6-yl)acetamido)propionic acid tert-butyl ester C(C)(C)(C)OC(CCNC(C[C@H]1C=2N(C3=C(C(=N1)C1=CC=C(C=C1)Cl)C(=C(S3)C)C)C(=NN2)C)=O)=O